tert-butyl 4-(2-bromo-5-ethyl-7-oxo-4-(2-oxo-2-((4-(pentafluoro-λ6-sulfaneyl)phenyl)amino)ethyl)-4,7-dihydro-[1,2,4]triazolo[1,5-a]pyrimidin-6-yl)-3,6-dihydropyridine-1(2H)-carboxylate BrC1=NN2C(N(C(=C(C2=O)C=2CCN(CC2)C(=O)OC(C)(C)C)CC)CC(NC2=CC=C(C=C2)S(F)(F)(F)(F)F)=O)=N1